4-((4'-chloro-[1,1'-biphenyl]-4-yl)oxy)-1H-1,2,3-triazole ClC1=CC=C(C=C1)C1=CC=C(C=C1)OC=1N=NNC1